CNS(=O)(=O)C[C@@H]1CC[C@H](CC1)N(C=1C2=C(N=CN1)NC=C2)C N-methyl-{trans-4-[methyl-(7H-pyrrolo[2,3-d]pyrimidin-4-yl)amino]cyclohexyl}methanesulfonamide